N-((1H-pyrazol-3-yl)methyl)-4-(2-(p-tolyl)-2H-pyrazolo[3,4-d]pyrimidin-4-yl)piperazine-2-carboxamide N1N=C(C=C1)CNC(=O)C1NCCN(C1)C=1C=2C(N=CN1)=NN(C2)C2=CC=C(C=C2)C